BrC=1C(=NC(=C(C(=O)OC)C1OC)C)OC methyl 5-bromo-4,6-dimethoxy-2-methylnicotinate